C(C(=O)O)(=O)O.C(C(=O)O)(=O)O.B(O)(O)O boric acid bisoxalate